3,3',5,5'-tetramethyl-4,4'-dihydroxybenzophenone CC=1C=C(C(=O)C2=CC(=C(C(=C2)C)O)C)C=C(C1O)C